2-bromo-9-methoxy-7,7-dipropyl-7H-benzo[c]fluoren-5-ol BrC1=CC2=C(C(=CC=3C(C=4C=C(C=CC4C23)OC)(CCC)CCC)O)C=C1